ClC1=C(COC=2C=C3CCC(C3=CC2)N2C(CC(CC2)C(=O)OC)(C)C)C(=CC=C1)Cl methyl 1-(5-((2,6-dichlorobenzyl)oxy)-2,3-dihydro-1H-inden-1-yl)-2,2-dimethylpiperidine-4-carboxylate